4-(trifluoromethyl)-2-((S)-3-(((3S,4S,5R)-3,4,5-tris(benzyloxy)piperidin-1-yl)methyl)piperidin-1-yl)thiazole FC(C=1N=C(SC1)N1C[C@@H](CCC1)CN1C[C@@H](C([C@@H](C1)OCC1=CC=CC=C1)OCC1=CC=CC=C1)OCC1=CC=CC=C1)(F)F